(S)-N-(1-(6-((1-methyl-1H-pyrazol-4-yl)ethynyl)-2,5-dioxo-4-phenyl-1,2,4,5-tetrahydropyrrolo[4,3,2-de]isoquinolin-3-yl)ethyl)-2-(sulfamoylamino)pyrazolo[1,5-a]pyrimidine-3-carboxamide CN1N=CC(=C1)C#CC1=CC=C2C=3C(=C(N(C(C13)=O)C1=CC=CC=C1)[C@H](C)NC(=O)C=1C(=NN3C1N=CC=C3)NS(N)(=O)=O)C(N2)=O